3-{6-bromo-[1,3]oxazolo[5,4-b]pyridin-2-yl}pyridine rac-tert-butyl-(R)-(4-(3-chlorothieno[2,3-b]pyrazin-6-yl)cyclohex-3-en-1-yl)carbamate C(C)(C)(C)N(C(O)=O)[C@H]1CC=C(CC1)C1=CC=2C(=NC(=CN2)Cl)S1.BrC=1C=C2C(=NC1)OC(=N2)C=2C=NC=CC2 |r|